ClC=1C=C(C=CC1)C=1N(C(=C(N1)C1=NC2=C(N1C)C=C1C(=C2)OC(C(O1)(F)F)(F)F)S(=O)(=O)CC)C 2-[2-(3-Chlorophenyl)-5-(ethylsulfonyl)-1-methyl-1H-imidazol-4-yl]-6,6,7,7-tetrafluoro-1-methyl-6,7-dihydro-1H-[1,4]dioxino[2,3-f]benzimidazol